tert-butyl (R)-ethyl(1-(5-fluoro-4-(8-((6-hydroxyhexyl)oxy)imidazo[1,2-a]pyrazin-6-yl)pyridin-2-yl)ethyl)carbamate C(C)N(C(OC(C)(C)C)=O)[C@H](C)C1=NC=C(C(=C1)C=1N=C(C=2N(C1)C=CN2)OCCCCCCO)F